FC1=C(C=CC=C1)C1=CC=C(C=C1)C(CC)=O 1-(2'-fluoro[1,1'-biphenyl]-4-yl)propan-1-one